FC1=C(CCl)C(=CC=C1F)F 2,3,6-trifluoro-benzyl chloride